tert-butyl 6-chloro-3-{3-[(6-fluoronaphthalen-1-yl)oxy]propyl}-1-(2-{octahydropyrrolo[2,3-c]pyrrol-1-yl}ethyl)-7-(1,3,5-trimethyl-1H-pyrazol-4-yl)-1H-indole-2-carboxylate hydrochloride Cl.ClC1=CC=C2C(=C(N(C2=C1C=1C(=NN(C1C)C)C)CCN1CCC2C1CNC2)C(=O)OC(C)(C)C)CCCOC2=CC=CC1=CC(=CC=C21)F